3-(1-(3,3-Difluoroazetidin-1-yl)ethyl)-1-methyl-1H-indazol-5-amine FC1(CN(C1)C(C)C1=NN(C2=CC=C(C=C12)N)C)F